NC1=NC=CC(=N1)C=1C=C(OC2=C(C=C(C=C2)NC(=O)C=2C(N(N(C2C)C)C2=CC=CC=C2)=O)F)C=CC1O N-(4-(3-(2-aminopyrimidin-4-yl)-4-hydroxyphenoxy)-3-fluorophenyl)-1,5-dimethyl-3-oxo-2-phenyl-2,3-dihydro-1H-pyrazole-4-carboxamide